4,4'-methylenebis(2-(tert-butyl)cyclohexylamine) C(C1CC(C(CC1)N)C(C)(C)C)C1CC(C(CC1)N)C(C)(C)C